COC=1C(=CC=2C(=C3C(=NC2C1)CCC3)N[C@H]3CN(CCC3)C(=O)OC(C)(C)C)OC tert-butyl (R)-3-((6,7-dimethoxy-2,3-dihydro-1H-cyclopenta[b]quinolin-9-yl)amino)piperidine-1-carboxylate